O=C1NC(CCC1N1C(N(C2=C1C=CC=C2C#CCNC(OC(C)(C)C)=O)C)=O)=O tert-butyl (3-(1-(2,6-dioxopiperidin-3-yl)-3-methyl-2-oxo-2,3-dihydro-1H-benzo[d]imidazol-4-yl)prop-2-yn-1-yl)carbamate